FC(C1=NN=C(S1)C1=NC=C2N1C=C(C=C2N2CC1(COC1)C2)S(=O)(=O)NC2(CC2)C)F 3-(5-(difluoromethyl)-1,3,4-thiadiazol-2-yl)-N-(1-methylcyclopropyl)-8-(2-oxa-6-azaspiro[3.3]heptan-6-yl)imidazo[1,5-a]pyridine-6-sulfonamide